CCOC(C)OC(C(O)CC(=S)O)=S.FC1=NC=CC(=C1)C(=C)C 2-Fluoro-4-(prop-1-en-2-yl)pyridine 1-(2-ethoxy)ethyl-dithiomalate